FC=1C=CC(=C(C(=O)N(C)C(C)C)C1)N1C=C(C=2C1=CN=CC2)C2CCC(CC2)NCC2CCC(CC2)NS(=O)(=O)C 5-fluoro-N-isopropyl-N-methyl-2-(3-(4-(((4-(methylsulfonamido)cyclohexyl)methyl)amino)cyclohexyl)-1H-pyrrolo[2,3-c]pyridin-1-yl)benzamide